(2-bromo-3,5-dimethoxy-4-methylphenyl)-carbamic acid tert-butyl ester C(C)(C)(C)OC(NC1=C(C(=C(C(=C1)OC)C)OC)Br)=O